ethylenediamine tetraacetate tetrasodium salt [Na].[Na].[Na].[Na].C(C)(=O)ON(CCN(OC(C)=O)OC(C)=O)OC(C)=O